COC1=C(C(=CC=C1)OC)N1C(=NC=2C1=NC(=C(N2)N2CC(C2)O)NS(=O)(=O)C)C2=NC(=CC=C2)OCC N-(1-(2,6-Dimethoxyphenyl)-2-(6-ethoxypyridin-2-yl)-5-(3-hydroxyazetidin-1-yl)-1H-imidazo[4,5-b]pyrazin-6-yl)methanesulfonamide